C(C)(C)(C)OC(=O)N1C[C@@H]([C@@H](C1)C1=CC=CC=C1)C(=O)O (3R,4R)-1-(tert-butoxycarbonyl)-4-phenylpyrrolidine-3-carboxylic acid